ClC1=CC=C(CN2C3(CN(C3)C(=O)OC(C)(C)C)C(N(CC2=O)C2CCC(CC2)C)=O)C=C1 tert-butyl 5-(4-chlorobenzyl)-8-((1r,4r)-4-methylcyclohexyl)-6,9-dioxo-2,5,8-triazaspiro[3.5]nonane-2-carboxylate